(1S)-(1R,2S,5R)-2-isopropyl-5-methylcyclohexyl 5-fluoro-1-methyl-3-oxoisoindoline-2-carboxylate FC=1C=C2C(N([C@@H](C2=CC1)C)C(=O)O[C@@H]1[C@@H](CC[C@H](C1)C)C(C)C)=O